C(=C)[Si](O[Si](C=C)(C)C)(C)C 1,3-divinyltetra-methyldisiloxane